C(C)N(S(=O)(=O)C=1C=NC=C(C1)F)[C@H](C(F)(F)F)C1=CC=C(C=C1)F (S)-N-ethyl-5-fluoro-N-(2,2,2-trifluoro-1-(4-fluorophenyl)ethyl)pyridine-3-sulfonamide